ethyl 4-(2-fluorophenyl)-2,4-dioxobutyrate FC1=C(C=CC=C1)C(CC(C(=O)OCC)=O)=O